OC1=C(C(=C(C=C1)S(=O)(=O)[O-])C)C.[Na+].FC1=CC(=CC=2N(C=NC21)C(C)C)B2OC(C(O2)(C)C)(C)C 4-fluoro-1-isopropyl-6-(4,4,5,5-tetramethyl-1,3,2-dioxaborolan-2-yl)benzimidazole sodium hydroxydimethylbenzenesulfonate